1-methyl-N-(2-(4-(trifluoromethyl)pyridin-2-yl)-1H-pyrrolo[3,2-c]pyridin-6-yl)-1H-pyrazole-4-carboxamide CN1N=CC(=C1)C(=O)NC1=CC2=C(C=N1)C=C(N2)C2=NC=CC(=C2)C(F)(F)F